ClC=1C=C(O[C@H]2CCN3N=C(N=C32)NC3[C@H]2CN(C[C@@H]3CC2)C2=NC=NC(=C2)C)C=C(C1)F (S)-7-(3-chloro-5-fluorophenoxy)-N-((1R,5S,8S)-3-(6-methylpyrimidin-4-yl)-3-azabicyclo[3.2.1]oct-8-yl)-6,7-dihydro-5H-pyrrolo[1,2-b][1,2,4]triazol-2-amine